ClC1=CN=C2N1N=C(C=C2[C@@H]2[C@H](C2)C2=CC=C1C3(C(N(C1=C2)CC(F)(F)F)=O)CC3)C=3C(NC(NC3)=O)=O 5-(3-chloro-8-((1S,2S)-2-(2'-oxo-1'-(2,2,2-trifluoroethyl)spiro[cyclopropane-1,3'-indolin]-6'-yl)cyclopropyl)imidazo[1,2-b]pyridazin-6-yl)pyrimidine-2,4(1H,3H)-dione